(1R,3S,4S)-3-(3-phenethyl-1,2,4-oxadiazol-5-yl)-2-azabicyclo[2.2.1]heptane-2-carboxylic acid tert-butyl ester C(C)(C)(C)OC(=O)N1[C@@H]2CC[C@H]([C@H]1C1=NC(=NO1)CCC1=CC=CC=C1)C2